S1C=NC2=C1C=1C=CC(=CC1OC2)CC(=O)N[C@H]2N(C[C@@H](C2)O)C([C@H](C(C)C)C2=CC(=NO2)OCCCCC(=O)OC(C)(C)C)=O Tert-butyl 5-((5-((R)-1-((2S,4R)-2-(((4H-chromeno[3,4-d]thiazol-7-yl)methyl)formamido)-4-hydroxypyrrolidin-1-yl)-3-methyl-1-oxobutan-2-yl)isoxazol-3-yl)oxy)pentanoate